2-((5-((1-(methylsulfonyl)piperidin-4-yl)methoxy)-4-oxo-4H-pyran-2-yl)methyl)isoindoline-5-carbonitrile CS(=O)(=O)N1CCC(CC1)COC=1C(C=C(OC1)CN1CC2=CC=C(C=C2C1)C#N)=O